ClC1=C(C(=CC=C1)Cl)C=1N=C2C=3C=C(C=NC3C=CN2C1CO)C=1C=NN(C1)CC(=O)O 2-(4-(2-(2,6-Dichlorophenyl)-3-(hydroxymethyl)imidazo[2,1-f][1,6]naphthyridin-9-yl)-1H-pyrazol-1-yl)acetic acid